3-chloro-6-(chloromethyl)pyridazine ClC=1N=NC(=CC1)CCl